C(C1=CC=CC=C1)OC[C@@H]1OCC[C@@H](C1)NC1=C(C=NC2=CC=C(C=C12)Cl)[N+](=O)[O-] N-{cis-2-[(benzyloxy)methyl]tetrahydro-2H-pyran-4-yl}-6-chloro-3-nitroquinolin-4-amine